N4-(3,4-difluorobenzyl)-N2,N2,N6,N6-tetrakis(2-methoxyethyl)-8-(4-methoxypiperidin-1-yl)pyrimido[5,4-d]pyrimidine-2,4,6-triamine FC=1C=C(CNC=2C3=C(N=C(N2)N(CCOC)CCOC)C(=NC(=N3)N(CCOC)CCOC)N3CCC(CC3)OC)C=CC1F